1-(4-vinylphenoxy)benzocyclobutene C(=C)C1=CC=C(OC2CC=3C2=CC=CC3)C=C1